(1r,5s)-3-(6-benzyl-4-cyano-3-((1-(hydroxymethyl)cyclopropyl)methoxy)-5,6,7,8-tetrahydro-2,6-naphthyridin-1-yl)-3,8-diazabicyclo[3.2.1]octane-8-carboxylic acid tert-butyl ester C(C)(C)(C)OC(=O)N1[C@H]2CN(C[C@@H]1CC2)C2=NC(=C(C=1CN(CCC21)CC2=CC=CC=C2)C#N)OCC2(CC2)CO